bis-tetraethylammonium citraconate C(\C(\C)=C/C(=O)[O-])(=O)[O-].C(C)[N+](CC)(CC)CC.C(C)[N+](CC)(CC)CC